6-(3-Azabicyclo[3.1.0]hexan-3-yl)-1'-(cyclopropylmethyl)-N-(5-cyclopropylpyrazin-2-yl)-5-fluoro-1',2',3',6'-tetrahydro-[4,4'-bipyridin]-2-amine C12CN(CC2C1)C1=C(C(=CC(=N1)NC1=NC=C(N=C1)C1CC1)C=1CCN(CC1)CC1CC1)F